N(=[N+]=[N-])CCOCCOCCOCC(N[C@H](C(=O)N1[C@@H](C[C@H](C1)O)C(=O)NCC1=CC=C(C=C1)C1=C(N=CS1)C)C(C)(C)C)=O (2S,4R)-1-((S)-14-Azido-2-(tert-butyl)-4-oxo-6,9,12-trioxa-3-azatetradecan-1-oyl)-4-hydroxy-N-(4-(4-methylthiazol-5-yl)benzyl)pyrrolidine-2-carboxamide